FC1=CC=C(C=C1)[C@@H](C)NC(=O)C1=NN2C(C(NC(=C2)C2=CC3=CC=CC=C3C=C2)=O)=C1C(C)C N-[(1R)-1-(4-Fluorophenyl)ethyl]-6-(naphthalen-2-yl)-4-oxo-3-(propan-2-yl)-4,5-dihydropyrazolo-[1,5-a]pyrazine-2-carboxamide